CN1C(C2(CN(CC2)C(=O)OC(C)(C)C)C2=C3C(=NC=C21)N(C=C3C3=CC=CC=C3)S(=O)(=O)C3=CC=CC=C3)=O tert-Butyl 6-methyl-7-oxo-1-phenyl-3-(phenylsulfonyl)-6,7-dihydro-3H-spiro[dipyrrolo[2,3-b:3',2'-d]pyridine-8,3'-pyrrolidine]-1'-carboxylate